8-(dimethylamino)-3-(3-fluoro-1H-pyrrolo[2,3-b]pyridin-5-yl)-8-phenyl-1,3-diazaspiro[4.5]decan-2-one CN(C1(CCC2(CN(C(N2)=O)C=2C=C3C(=NC2)NC=C3F)CC1)C1=CC=CC=C1)C